tert-butyl (1,2,6-trimethylpiperidine-4-yl)(methyl)carbamate CN1C(CC(CC1C)N(C(OC(C)(C)C)=O)C)C